4-(1-methylindazol-6-yl)-1-oxo-7-(4-piperidylamino)isoindolin CN1N=CC2=CC=C(C=C12)C1=C2CNC(C2=C(C=C1)NC1CCNCC1)=O